C(C1=CC=CC=C1)OC1=C(C=C(C=N1)CC1=NOC(=C1)C=1C(=NC=CC1)N)F 3-(3-((6-(benzyloxy)-5-fluoropyridin-3-yl)methyl)isoxazol-5-yl)pyridin-2-amine